(R)-2-amino-1-hexanol hydrochloride Cl.N[C@@H](CO)CCCC